tert-butyl (S)-(azetidin-2-ylmethyl)carbamate N1[C@@H](CC1)CNC(OC(C)(C)C)=O